CC1(C(C1)C(=O)O)C 2,2-dimethyl-cyclopropanecarboxylic acid